{4-[(5-bromo-furan-2-carbonyl)-amino]-benzyl}-carbamic acid tert-butyl ester C(C)(C)(C)OC(NCC1=CC=C(C=C1)NC(=O)C=1OC(=CC1)Br)=O